(4-(methylsulfonyl)phenyl)-4-(4-(trifluoromethyl)phenyl)thiazol-2-amine CS(=O)(=O)C1=CC=C(C=C1)C1=C(N=C(S1)N)C1=CC=C(C=C1)C(F)(F)F